C(C1=CC=CC=C1)OC1=CC=C(C=C1)C[C@@H](C(=O)OC)NC(CC1CCN(CC1)C(CCC(=O)C1=CC=C(C=C1)OC)=O)=O Methyl (S)-3-(4-(benzyloxy)phenyl)-2-(2-(1-(4-(4-methoxyphenyl)-4-oxobutanoyl)piperidin-4-yl)acetamido)propanoate